COC=1C=CC2=C(OC3=C2C=CC(=C3[Si](C)(C)C)OC)C1[Si](C)(C)C [3,7-dimethoxy-6-(trimethylsilyl)dibenzo[b,d]furan-4-yl](trimethyl)silane